BrC1=CC2=C(N=CN=C2N2CC=3C=C(C=NC3CC2)C(F)(F)F)S1 6-bromo-4-[3-(trifluoromethyl)-7,8-dihydro-5H-1,6-naphthyridin-6-yl]thieno[2,3-d]pyrimidine